sodium ethansulfinate C(C)S(=O)[O-].[Na+]